7,8-Dichloro-10-(2-oxopropoxy)-3,4,5,6-tetrahydroazepino[4,5-b]indol-2(1H)-one ClC1=C(C=C(C=2C3=C(NC12)CCNC(C3)=O)OCC(C)=O)Cl